1-(2-ethoxy-5-fluoro-4-pyridinyl)-3,3-dimethyl-N-(3-methyl-1,1-dioxo-thietan-3-yl)-2-oxo-indoline-5-carboxamide C(C)OC1=NC=C(C(=C1)N1C(C(C2=CC(=CC=C12)C(=O)NC1(CS(C1)(=O)=O)C)(C)C)=O)F